6-(6-(aminomethyl)-6-phenyl-3-azabicyclo[3.1.0]hexan-3-yl)-3-((2-(trifluoromethyl)pyridin-3-yl)thio)pyrazin-2-amine NCC1(C2CN(CC12)C1=CN=C(C(=N1)N)SC=1C(=NC=CC1)C(F)(F)F)C1=CC=CC=C1